Dimethyl 2,6-dimethyl-4-(4-methylphenyl)-1,4-dihydropyridine-3,5-dicarboxylate CC=1NC(=C(C(C1C(=O)OC)C1=CC=C(C=C1)C)C(=O)OC)C